5-(2-chlorophenyl)-3-methyl-N-(3-(trifluoromethyl)phenyl)-1H-pyrazole-4-carboxamide ClC1=C(C=CC=C1)C1=C(C(=NN1)C)C(=O)NC1=CC(=CC=C1)C(F)(F)F